ClC=1C=C(OC(C(=O)N2CCN(CC2)C(=O)OC(C)(C)C)(C)C)C=C(C1)N1C[C@@H](CCC1)C(=O)OCC tert-butyl (R)-4-(2-(3-chloro-5-(3-(ethoxycarbonyl)piperidin-1-yl)phenoxy)-2-methylpropanoyl)piperazine-1-carboxylate